C(CCCCCCCCC(=O)OC1CC(N(C(C1)(C)C)C)(C)C)(=O)OC methyl 1,2,2,6,6-pentamethylpiperidin-4-yl sebacate